4-[3-[2,6-Dichloro-4-[(3R)-3-hydroxypyrrolidin-1-yl]benzoyl]-2,4-dihydro-1,3-benzoxazin-8-yl]-2-morpholin-4-ylbenzoic acid ClC1=C(C(=O)N2COC3=C(C2)C=CC=C3C3=CC(=C(C(=O)O)C=C3)N3CCOCC3)C(=CC(=C1)N1C[C@@H](CC1)O)Cl